1-isopropyl-1H-pyrazole-3,5-dicarboxylic acid methyl ester COC(=O)C1=NN(C(=C1)C(=O)O)C(C)C